FC(C)(F)C1=C(C=CC(=C1)F)C(C)N1C[C@@H](N(C[C@H]1C)C=1C=2C(N(C(C1)=O)C)=CN(N2)C2OCCCC2)C 7-((2S,5R)-4-(1-(2-(1,1-difluoroethyl)-4-fluorophenyl)ethyl)-2,5-dimethylpiperazin-1-yl)-4-methyl-2-(tetrahydro-2H-pyran-2-yl)-2,4-dihydro-5H-pyrazolo[4,3-b]pyridin-5-one